C1(=CC=C(C=C1)C1=CC(=CC2=C1N=C(O2)C2=CC=C(C=C2)C2=CC=C(C=C2)C2=CC=CC=C2)C2=CC=C(C=C2)C#N)C2=CC=CC=C2 4-(biphenyl-4-yl)-6-(4-cyano-phenyl)-2-([1,1':4',1'']terphenyl-4-yl)-benzoxazole